[(1R)-2-(1-benzofuran-3-yl)-1-{[(1R,8S)-11-oxatricyclo[6.2.1.02,7]undeca-2(7),3,5-trien-9-yl]formamido}ethyl]boron O1C=C(C2=C1C=CC=C2)C[C@H](NC(=O)C2[C@H]1C=3C=CC=CC3[C@@H](C2)O1)[B]